C(OCOC=1C(=C(C=C(C1)CCCCC)OCOC(OCC)=O)C\C=C(\CCC=C(C)C)/C)(OCC)=O (E)-((2-(3,7-dimethylocta-2,6-dien-1-yl)-5-pentyl-1,3-phenylene)bis(oxy))bis(methylene) diethyl bis(carbonate)